(4-(methylamino)-2-(methylsulfanyl)pyrimidin-5-yl)methanol CNC1=NC(=NC=C1CO)SC